ClC1=C(C=CC=C1C1CNCCC1)C1=CC=C(C=C1)CC1=NOC=C1 3-(2-chloro-4'-(isoxazol-3-ylmethyl)-[1,1'-biphenyl]-3-yl)piperidine